FC1=C(C=CC(=C1)C(C)(C)O)S(=O)(N)=NC(NC1=C2CCCC2=C(C=2CCCC12)F)=O 2-fluoro-N'-(8-fluoro-1,2,3,5,6,7-hexahydro-s-indacen-4-ylcarbamoyl)-4-(2-hydroxypropan-2-yl)benzenesulfonimidamide